COC1=CC=C(C=C1)CN(C1=CC(=C(C(=N1)C1=C(C(=C2C(NC=NC2=C1)=O)F)Cl)C(F)(F)F)C)CC1=CC=C(C=C1)OC 7-[6-[bis[(4-methoxyphenyl)methyl]amino]-4-methyl-3-(trifluoromethyl)-2-pyridyl]-6-chloro-5-fluoro-3H-quinazolin-4-one